3-(diethoxyphosphoryloxy)-1,2,3-benzotriazin C(C)OP(=O)(OCC)ON1NN=C2C(=C1)C=CC=C2